N,N,N-Trimethyllysine C[N+](C)(C)CCCCC(C(=O)O)N